[Br-].NCCCCCC[P+](C1=CC=CC=C1)(C1=CC=CC=C1)C1=CC=CC=C1 6-aminohexyltriphenylphosphonium bromide